2-(2-bromo-4-fluorophenoxy)-5-chloro-N-(6-oxo-1,6-dihydropyridazin-4-yl)-4-(trifluoromethyl)benzamide BrC1=C(OC2=C(C(=O)NC=3C=NNC(C3)=O)C=C(C(=C2)C(F)(F)F)Cl)C=CC(=C1)F